C(C)(C)(C)C1=NN(C(=C1)NC(=O)NC1=C(C=C(C=C1)OC1=CC=NC=2NC(C=NC21)=O)OC)C2=CC=CC=C2 1-(3-(tert-butyl)-1-phenyl-1H-pyrazol-5-yl)-3-(2-methoxy-4-((3-oxo-3,4-dihydropyrido[2,3-b]pyrazin-8-yl)oxy)phenyl)urea